P(=O)(OCCCCCCCCCCCCC(C=C)=O)([O-])[O-] acryloyldodecyl phosphate